rac-3-cyano-N-(((4R,5R)-7-ethyl-4-(4-fluorophenyl)-6-oxo-1-phenyl-5-(3-(trifluoromethyl)benzamido)-4,5,6,7-tetrahydro-1H-pyrazolo[3,4-b]pyridine-3-yl)methyl)oxetane-3-carboxamide C(#N)C1(COC1)C(=O)NCC1=NN(C=2N(C([C@@H]([C@@H](C21)C2=CC=C(C=C2)F)NC(C2=CC(=CC=C2)C(F)(F)F)=O)=O)CC)C2=CC=CC=C2 |r|